C(C)(C)(C)N(C(=O)OC(CCCCCCC)(F)CCCCCCCCCCCCC)CCCCN1C(=NC2=C1C=CC(=C2)C(N)=O)N tridecanyl-fluorooctanol tert-Butyl(4-(2-amino-5-carbamoyl-1H-benzo[d]imidazol-1-yl)butyl)carbamate